1-cyclopropyl-1,2,3,4-tetrahydro-2,4-dioxo-N-[3-oxo-3-(3-pyridylamino)propyl]-pyrido[2,3-d]pyrimidine-6-carboxamide C1(CC1)N1C(NC(C2=C1N=CC(=C2)C(=O)NCCC(NC=2C=NC=CC2)=O)=O)=O